CSC1=NC=C2C(=N1)NN=C2C2=CC1=C(C(NC13CCCCC3)=O)S2 2'-(6-(Methylthio)-1H-pyrazolo[3,4-d]pyrimidin-3-yl)spiro[cyclohexane-1,4'-thieno[2,3-c]pyrrol]-6'(5'H)-one